methyl N-[5-[8-cyclopropyl-6-[(4-fluorophenyl)-methyl-carbamoyl]imidazo[1,2-a]pyridin-3-yl]-2-pyridyl]carbamate C1(CC1)C=1C=2N(C=C(C1)C(N(C)C1=CC=C(C=C1)F)=O)C(=CN2)C=2C=CC(=NC2)NC(OC)=O